4-(6-chloro-8-fluoro-2-(((R)-1-methyl-pyrrolidin-3-yl)methoxy)-4-(piperazin-1-yl)quinazolin-7-yl)benzo[d]thiazol-2-amine ClC=1C=C2C(=NC(=NC2=C(C1C1=CC=CC2=C1N=C(S2)N)F)OC[C@H]2CN(CC2)C)N2CCNCC2